N[C@@H](C=1C=CC2=C(N(C(=N2)[C@H](COC(C(F)(F)F)C)N[S@](=O)C(C)(C)C)COCC[Si](C)(C)C)C1)C1CC1 |o1:10| (R)-N-((1R*)-1-(6-((R)-amino(cyclopropyl)methyl)-1-((2-(trimethylsilyl)ethoxy)methyl)-1H-benzo[d]imidazol-2-yl)-2-((1,1,1-trifluoropropan-2-yl)oxy)ethyl)-2-methylpropane-2-sulfinamide